C(C)(C)(C)OC(=O)N[C@@H]([C@@H](C(=O)OCC)NC1=NC=CC=C1[N+](=O)[O-])C1=CC=CC=C1 ethyl (2S,3R)-3-(tert-butoxycarbonylamino)-2-[(3-nitro-2-pyridyl)amino]-3-phenyl-propanoate